Ethyl (2S,4S)-4-{[(2-{(1R,3S)-1-acetoxy-3-[(tert-butoxycarbonyl)(methyl)amino]-4-methylpentyl}-1,3-thiazol-4-yl)carbonyl]amino}-2-methyl-5-phenylpentanoate C(C)(=O)O[C@H](C[C@@H](C(C)C)N(C)C(=O)OC(C)(C)C)C=1SC=C(N1)C(=O)N[C@@H](C[C@@H](C(=O)OCC)C)CC1=CC=CC=C1